N=1C=CN2C1N=CC(=C2)C2=CNC=1N=C(N=CC12)N[C@@H](C(F)(F)F)C (R)-5-(imidazo[1,2-a]pyrimidin-6-yl)-N-(1,1,1-trifluoropropan-2-yl)-7H-pyrrolo[2,3-d]pyrimidin-2-amine